1-(2-(2-vinylphenyl)pyrrolidin-1-yl)ethanone C(=C)C1=C(C=CC=C1)C1N(CCC1)C(C)=O